[2-[[(2R)-2-[[(2R)-2-amino-3-phenyl-propionyl]amino]-7,7,7-trifluoro-heptanoyl]amino]hexanoyl]piperidine-4-carboxylic acid Tritrifluoroacetate FC(C(=O)O)(F)F.FC(C(=O)O)(F)F.FC(C(=O)O)(F)F.N[C@@H](C(=O)N[C@@H](C(=O)NC(C(=O)N1CCC(CC1)C(=O)O)CCCC)CCCCC(F)(F)F)CC1=CC=CC=C1